N-(oxazol-4-ylmethyl)cyclobutane-1-carboxamide O1C=NC(=C1)CNC(=O)C1CCC1